ClC1=C(C=C(C=C1)C1=CN(C2=NC(=CC=C21)C(=O)N2C(CN(CC2)C2=NC(=C(C(=O)OC)C(=C2)C)C)(C)C)CC2=NC(=CC=C2)OC)F methyl 6-(4-(3-(4-chloro-3-fluorophenyl)-1-((6-methoxy pyridin-2-yl)methyl)-1H-pyrrolo[2,3-b]pyridine-6-carbonyl)-3,3-dimethylpiperazin-1-yl)-2,4-dimethylnicotinate